C(CC)O[Si]([O-])([O-])[O-] propylorthosilicate